FC(C=1C=C(SC1)C(=O)O)F 4-(difluoromethyl)thiophene-2-carboxylic acid